C(C)(C)N1N=CC2=NC(=CC(=C21)N[C@H]2COCC2)C2=NC=CC=C2C 1-isopropyl-5-(3-methyl-2-pyridinyl)-N-[(3R)-tetrahydrofuran-3-yl]pyrazolo[4,3-b]pyridin-7-amine